2-(7-(4-Chlorobenzyl)-1-(3-hydroxypropyl)-3-methyl-2,6-dioxo-2,3,6,7-tetrahydro-1H-purin-8-yl)-2-(3-(trifluoromethoxy)phenyl)acetonitrile ClC1=CC=C(CN2C(=NC=3N(C(N(C(C23)=O)CCCO)=O)C)C(C#N)C2=CC(=CC=C2)OC(F)(F)F)C=C1